2-(2,6-dioxopiperidin-3-yl)-5-((3-(3-(4-(8-fluoroquinoxalin-2-yl)-3,5-dimethyl-1H-pyrazol-1-yl)cyclobutyl)propyl)amino)isoindoline-1,3-dione O=C1NC(CCC1N1C(C2=CC=C(C=C2C1=O)NCCCC1CC(C1)N1N=C(C(=C1C)C1=NC2=C(C=CC=C2N=C1)F)C)=O)=O